(2R,3S)-3-((2-(6-chloro-3-methoxyquinolin-8-yl)-6-fluorothiazolo[5,4-b]pyridin-5-yl)oxy)butan-2-yl (2-(2-hydroxyethoxy)pyridin-4-yl)carbamate OCCOC1=NC=CC(=C1)NC(O[C@H](C)[C@H](C)OC1=C(C=C2C(=N1)SC(=N2)C=2C=C(C=C1C=C(C=NC21)OC)Cl)F)=O